4-methyl-3-[2-(pyridin-3-yl)ethynyl]-N-(4,5,6,7-tetrahydro-1,2-benzoxazol-3-yl)benzamide CC1=C(C=C(C(=O)NC2=NOC3=C2CCCC3)C=C1)C#CC=1C=NC=CC1